C(C)(C)(C)OC(=O)N1[C@@H](COCC1)C=1C=C(C=C2CCN(CC12)S(=O)(=O)C1CC1)Cl (R)-3-(6-Chloro-2-cyclopropylsulfonyl-1,2,3,4-tetrahydroisoquinolin-8-yl)morpholine-4-carboxylic acid tert-butyl ester